1-(2-methoxy-3-(1-methyl-1H-1,2,4-triazol-3-yl)phenyl)-N-methyl-1H-pyrrolo[3,2-c]pyridine-7-carboxamide COC1=C(C=CC=C1C1=NN(C=N1)C)N1C=CC=2C=NC=C(C21)C(=O)NC